3-amino-9-methoxy-2,6,8-trimethyl-10-phenyl-deca-4,6-dienoic acid NC(C(C(=O)O)C)C=CC(=CC(C(CC1=CC=CC=C1)OC)C)C